ClC=1C(=C(C=CC1Cl)[C@@H](NC(=O)N1[C@@H](C(NCC1)=O)C)C=1C=NC(=CC1)C(F)(F)F)F (2R)-N-((S)-(3,4-dichloro-2-fluorophenyl)(6-(trifluoro-methyl)pyridin-3-yl)methyl)-2-methyl-3-oxopiperazine-1-carboxamide